isoheptadecyl bromide C(CCCCCCCCCCCCCC(C)C)Br